C(C1=CC=CC=C1)OCCCC1C(C(C1)C(=O)OC)[N+](C)(CC)CC [2-(3-Benzyloxy-propyl)-4-methoxycarbonyl-cyclobutyl]-diethyl-methyl-ammonium